4-(butylsulfanyl)-7-(diethylamino)-6-nitro-2-oxo-2H-chromene-3-carbaldehyde C(CCC)SC1=C(C(OC2=CC(=C(C=C12)[N+](=O)[O-])N(CC)CC)=O)C=O